7-(4-chlorobenzyl)-1-(3-hydroxypropyl)-8-(1-methoxy-4-(trifluoromethyl)cyclohexyl)-3-methyl-3,7-dihydro-1H-purine-2,6-dione ClC1=CC=C(CN2C(=NC=3N(C(N(C(C23)=O)CCCO)=O)C)C2(CCC(CC2)C(F)(F)F)OC)C=C1